C(C)CS(=O)(=O)O ethyl-methyl-sulfonic acid